3,5-dichloro-N-[4-chloro-3-[[(2,4-difluorophenyl)amino]carbonyl]phenyl]-4-fluoro-β-(trifluoromethyl)benzenepropanamide ClC=1C=C(C=C(C1F)Cl)C(CC(=O)NC1=CC(=C(C=C1)Cl)C(=O)NC1=C(C=C(C=C1)F)F)C(F)(F)F